ClC1=NC=C(C=N1)OC(F)F 2-chloro-5-difluoromethoxypyrimidine